C1(CCC1)CN[C@H]1CN(CCC1)C1=CC(N(C=C1)C(C)N1N=NC(=C1)C1=NC(=CN=C1)OC)=O 4-((R)-3-((cyclobutylmethyl)amino)piperidin-1-yl)-1-(1-(4-(6-methoxypyrazin-2-yl)-1H-1,2,3-triazol-1-yl)ethyl)pyridin-2(1H)-one